NC1=CC=C(C=C1)C=1N=C(N(N1)C1=CC=C(C=C1)OCC(F)(F)F)NC(C)=O N-[5-(4-aminophenyl)-2-[4-(trifluoroethoxy)phenyl]-1,2,4-triazol-3-yl]acetamide